C(C)OC(=O)C1=NC=2N(C(=C1C)Cl)N=C(C2C#N)NC2=CC=CC=C2 7-chloro-3-cyano-6-methyl-2-(anilino)pyrazolo[1,5-a]Pyrimidine-5-carboxylic acid ethyl ester